BrC=1N=C(C(=NC1C)N1CCC2([C@@H]([C@@H](OC2)C)NC(OC(C)(C)C)=O)CC1)COCOC tert-butyl ((3S,4S)-8-(5-bromo-3-((methoxymethoxy)methyl)-6-methylpyrazin-2-yl)-3-methyl-2-oxa-8-azaspiro[4.5]decan-4-yl)carbamate